BrC1=CC=2C[C@H](N3C([C@H](CCC(=C1)C32)NC(OC(C)(C)C)=O)=O)C(N[C@H](C)CCC(NC)=O)=O Tert-butyl N-[(2S,11S)-6-bromo-2-[[(2R)-4-(methylcarbamoyl)butan-2-yl]carbamoyl]-12-oxo-1-azatricyclo[6.4.1.0^[4,13]]trideca-4(13),5,7-trien-11-yl]carbamate